cis-bis(isothiocyanato)(2,2'-bipyridyl-4,4'-dicarboxylate) N(=C=S)C=1C(=C(C(=NC1)C1=NC=CC(=C1)C(=O)[O-])N=C=S)C(=O)[O-]